BrC1=C(C2=C(CS(C2)(=O)=O)C=C1)F 5-bromo-4-fluoro-1,3-dihydrobenzo[C]thiophene 2,2-dioxide